bis(isothiocyanatomethyl)sulfide N(=C=S)CSCN=C=S